tert-Butyl (1R,2S,5S)-3-(1,4-dimethyl-1H-pyrazol-5-yl)-2-methyl-3,8-diazabicyclo[3.2.1]octane-8-carboxylate CN1N=CC(=C1N1[C@H]([C@H]2CC[C@@H](C1)N2C(=O)OC(C)(C)C)C)C